C1=CC(=C(C(=C1O)O)S(=O)(=O)[O-])S(=O)(=O)[O-].[Na+].[Na+] disodium catecholdisulfonate